C(CCCCCCCCC)N(C(CCCCCCCCCN(C1CCC(CC1)O)CCCCCC(=O)N(CCCCCCCCCC)CCCCCCCCCC)=O)CCCCCCCCCC N,N-didecyl-10-((6-(didecylamino)-6-oxohexyl)((1s,4s)-4-hydroxycyclohexyl)amino)decanamide